COC(=O)C=1C(=CC2=CN(N=C2C1)CCCC(F)(F)F)NC(=O)C1=NC(=CC=C1)C(C)(C)O 5-({[6-(2-hydroxypropan-2-yl)pyridin-2-yl]carbonyl}amino)-2-(4,4,4-trifluorobutyl)-2H-indazole-6-carboxylic acid methyl ester